CC=1C=C(C(=O)NCC(=O)N2CCC(CC2)C(=O)O)C=CC1C 1-(2-(3,4-dimethylbenzoylamino)acetyl)piperidine-4-carboxylic acid